CC1(C(C(=CC2(CN(C2)C(=O)C2=CN=NN2C)C1)C#N)=O)C 8,8-dimethyl-2-(1-methyl-1H-1,2,3-triazole-5-carbonyl)-7-oxo-2-azaspiro[3.5]non-5-ene-6-carbonitrile